ClC1=CC=CC(=N1)C(C#N)C=1C=NN(C1C1CC1)C 2-(6-chloro-2-pyridyl)-2-(5-cyclopropyl-1-methyl-pyrazol-4-yl)acetonitrile